C(C)(C)(C)OC(N(C)C=1SC(=C(N1)C)C1=NC(=NC=C1)N)=O [5-(2-aminopyrimidin-4-yl)-4-methylthiazol-2-yl](methyl)carbamic acid tert-butyl ester